2-[2-(2-Pyridyl)ethyl-(2-pyridylmethyl)amino]acetaldehyde N1=C(C=CC=C1)CCN(CC=O)CC1=NC=CC=C1